[N+](=[N-])=CC(CC[C@@H](C(=O)OC(CC#N)(C)C)NC([C@H](C)OC)=O)=O 1-cyano-2-methylpropan-2-yl (S)-6-diazo-2-((S)-2-methoxypropanamido)-5-oxohexanoate